OC1C(N(C(CC1)=O)CC1=CC=C(C=C1)OC)=O 3-Hydroxy-1-(4-methoxybenzyl)piperidine-2,6-dione